C1(=CC=C(C=C1)C(=O)C1=CC=CC=C1)C para-toluophenone